ethyl 2-((4-fluoro-2,6-dimethyl-phenyl)-amino)-4-(trifluoro-methyl)-benzoate FC1=CC(=C(C(=C1)C)NC1=C(C(=O)OCC)C=CC(=C1)C(F)(F)F)C